C(C)(C)(C)OC(=O)N1CCN(CC1)C1=NC=NC2=CC=C(C=C12)C=1C=CC(=NC1)OC 5-(4-(4-(tert-butoxycarbonyl)piperazin-1-yl)quinazolin-6-yl)-2-methoxypyridine